C1C=CC2=CC=C(C=C12)O inden-6-ol